C(C)(C)(C)OC(C1=CC(=C(C=C1)NC(C(C1=CC=CC=C1)NC(C=CC1=C(C(=CC=C1N1N=CN=N1)Cl)F)=O)=O)F)=O 4-(2-(3-(3-chloro-2-fluoro-6-(2H-tetrazol-2-yl)phenyl)acrylamido)-2-phenylacetylamino)-3-fluorobenzoic acid tert-butyl ester